Methyl 1-(2-chlorophenyl)-5-(3-cyclopropoxy-phenyl)-1H-pyrazole-3-carboxylate ClC1=C(C=CC=C1)N1N=C(C=C1C1=CC(=CC=C1)OC1CC1)C(=O)OC